(R)-N-((S)-1-(3,4-dichlorophenyl)ethyl)piperidine ClC=1C=C(C=CC1Cl)[C@H](C)N1CCCCC1